4-Chloro-N-(2-(4-(5-fluoropyridin-2-yl)-1,9-dioxaspiro[5.5]undecane-4-yl)ethyl)-2,3-Dihydro-1H-inden-2-amine ClC1=C2CC(CC2=CC=C1)NCCC1(CCOC2(C1)CCOCC2)C2=NC=C(C=C2)F